C(CN)N The molecule is an alkane-alpha,omega-diamine in which the alkane is ethane. It has a role as a GABA agonist. It derives from a hydride of an ethane.